N1C=C(C2=CC=CC=C12)CC1=CC=CC2=CC=CC=C12 1H-indol-3-yl-(1-naphthyl)methane